BrC1=CC(=C(C(=N1)C(C)C)N1C(N=C(C2=C1N=C(C(=C2)Cl)C2=C(C=CC=C2)F)N2CC(N(CC2C)C(=O)[O-])C)=O)C(C)C 4-(1-(6-bromo-2,4-diisopropylpyridin-3-yl)-6-chloro-7-(2-fluorophenyl)-2-oxo-1,2-dihydropyrido[2,3-d]pyrimidin-4-yl)-2,5-dimethylpiperazine-1-carboxylate